[Na].FC1=CC(=CC2=C1N=CS2)S(=O)O 4-fluorobenzo[d]thiazole-6-sulfinic acid sodium